aminoisoprene NC=CC(C)=C